heptadecan-9-yl 8-((6-(((decan-2-yloxy)carbonyl)oxy)hexyl)(2-hydroxyethyl)amino)octanoate CC(CCCCCCCC)OC(=O)OCCCCCCN(CCCCCCCC(=O)OC(CCCCCCCC)CCCCCCCC)CCO